[5-[4-(trifluoromethyl)-2-pyridyl]-1,3,4-oxadiazol-2-yl]methanone FC(C1=CC(=NC=C1)C1=NN=C(O1)C=O)(F)F